[4-(6-FORMYLPYRIDIN-2-YL)PHENYL]CARBAMIC ACID TERT-BUTYL ESTER C(C)(C)(C)OC(NC1=CC=C(C=C1)C1=NC(=CC=C1)C=O)=O